NC1=NC(=C(C(=N1)N)N)N 2,4,5,6-Tetraaminopyrimidin